1-(4-((4'-((2-oxa-6-azaspiro[3.3]heptan-6-yl)methyl)-[1,1'-biphenyl]-4-yl)methyl)phenyl)-5-methyl-1H-1,2,4-triazole-3-carboxamide C1OCC12CN(C2)CC2=CC=C(C=C2)C2=CC=C(C=C2)CC2=CC=C(C=C2)N2N=C(N=C2C)C(=O)N